N1C[C@H](CC1)NCC1=COC2=C1C=C(C(=C2)C2=CC=C(C=C2)C)C2=CC=C(C#N)C=C2 (S)-4-(3-((pyrrolidin-3-ylamino)methyl)-6-(p-tolyl)benzofuran-5-yl)benzonitrile